1,1,1,2,2,3,3-heptafluoro-3-(1,2,2,2-tetrafluoro-1-nitroethoxy)propane FC(C(C(OC(C(F)(F)F)([N+](=O)[O-])F)(F)F)(F)F)(F)F